(S)-1-(benzylamino)-3-(tert-butoxycarbonylamino)-1-oxo-4-((S)-2-oxopyrrolidin-3-yl)butan benzyl-(S)-(3-(5,5-dimethylpyrrolidin-3-yl)propyl)carbamate C(C1=CC=CC=C1)N(C(O)=O)CCC[C@@H]1CNC(C1)(C)C.C(C1=CC=CC=C1)NC(C[C@H](C[C@H]1C(NCC1)=O)NC(=O)OC(C)(C)C)=O